hexacyanoiron (iii) C(#N)[Fe-3](C#N)(C#N)(C#N)(C#N)C#N